(R)-1-Ethyl-6-fluoro-7-(4-(2-(4-(1-hydroxy-2-(N-methylacetamido)ethyl)phenoxy)ethyl)piperazin-1-yl)-4-oxo-1,4-dihydro-1,8-naphthyridine-3-carboxylic acid C(C)N1C=C(C(C2=CC(=C(N=C12)N1CCN(CC1)CCOC1=CC=C(C=C1)[C@H](CN(C(C)=O)C)O)F)=O)C(=O)O